BrC1=CC(=CC2=CN(N=C12)C1CCOCC1)[N+](=O)[O-] 7-bromo-5-nitro-2-(tetrahydro-2H-pyran-4-yl)-2H-indazole